N5-((4-Chloro-6-(3-(trifluoromethyl)-5,6-dihydro-[1,2,4]triazolo[4,3-a]pyrazin-7(8H)-yl)pyridin-3-yl)methyl)isoquinoline-1,5-diamine ClC1=C(C=NC(=C1)N1CC=2N(CC1)C(=NN2)C(F)(F)F)CNC=2C=1C=CN=C(C1C=CC2)N